tert-Butyl ((E)-4-((Z)-6-carbamoyl-2-((4-ethyl-2-methyloxazole-5-carbonyl)imino)thiazolo[4,5-b]pyridin-3(2H)-yl)but-2-en-1-yl)carbamate C(N)(=O)C=1C=C2C(=NC1)N(/C(/S2)=N/C(=O)C2=C(N=C(O2)C)CC)C/C=C/CNC(OC(C)(C)C)=O